5-(hydroxymethyl)-2-methoxy-benzoic acid methyl ester COC(C1=C(C=CC(=C1)CO)OC)=O